4-bromo-N-((4-(5-(1-fluorocyclopropyl)-1,2,4-oxadiazol-3-yl)bicyclo[2.2.2]octan-1-yl)methyl)pyridin-2-amine BrC1=CC(=NC=C1)NCC12CCC(CC1)(CC2)C2=NOC(=N2)C2(CC2)F